ClC1=C(C=CC(=C1)C1=NOC(=N1)C)C1=CC=C(C=N1)N 6-(2-chloro-4-(5-methyl-1,2,4-oxadiazol-3-yl)phenyl)pyridin-3-amine